FC(C1=CC(=NC=C1)C1(NC2=CC=CC=C2C(=C1)N)N)(F)F 2-(4-(trifluoromethyl)pyridin-2-yl)quinoline-2,4-diamine